ClC=1C(=CC=C2N=CC(=NC12)C=1C=NN(C1)CC1CCN(CC1)C(=O)OC(C)(C)C)O tert-butyl 4-[[4-(8-chloro-7-hydroxy-quinoxalin-2-yl)pyrazol-1-yl]methyl]piperidine-1-carboxylate